Methyl 4-bromo-3-chloro-1-ethylpyrrole-2-carboxylate BrC=1C(=C(N(C1)CC)C(=O)OC)Cl